1-di-2-propenylamino-3-methylenepent-4-ene C(C=C)N(CCC(C=C)=C)CC=C